tert-butyl 2-((((9H-fluoren-9-yl)methoxy)carbonyl)amino)-5,6-dihydro-7H-pyrrolo[2,3-d]pyrimidine-7-carboxylate C1=CC=CC=2C3=CC=CC=C3C(C12)COC(=O)NC=1N=CC2=C(N1)N(CC2)C(=O)OC(C)(C)C